ClC1=CC=CC=2[Si](C3=C(C21)C=CC=C3)(C3=CC=CC=C3)C3=CC=CC=C3 1-chloro-5,5-diphenyl-5H-dibenzo[b,d]silole